(Z)-1-((2R,3R,4S,5R)-3,4-dihydroxy-5-(hydroxymethyl)tetrahydrofuran-2-yl)-4-(hydroxyimino)-3,4-dihydropyrimidin-2(1H)-one O[C@H]1[C@@H](O[C@@H]([C@H]1O)CO)N1C(N\C(\C=C1)=N/O)=O